O[C@H]1[C@H](O[C@@]2(CCCO2)[C@@H]([C@H]1N1N=NC(=C1)C1=CC(=C(C(=C1)F)F)F)O[C@@H](C(=O)O)C)CO (R)-2-(((5S,7R,8R,9S,10R)-8-hydroxy-7-(hydroxymethyl)-9-(4-(3,4,5-trifluorophenyl)-1H-1,2,3-triazol-1-yl)-1,6-dioxaspiro[4.5]dec-10-yl)oxy)propanoic acid